di(butyl)magnesium C(CCC)[Mg]CCCC